NCC=1C(=C(C=CC1)C1=CC(=CC=2C=COC21)[C@@H]2CN(C1=C(O2)C(=CC=C1)CC(=O)O)CC)F |r| (±)-2-(2-(7-(3-(aminomethyl)-2-fluorophenyl)benzofuran-5-yl)-4-ethyl-3,4-dihydro-2H-Benzo[b][1,4]oxazin-8-yl)acetic acid